(3S,8S,9S,10R,13R,14S,17R)-17-((R)-4-(3-isocyanopyridin-2-yl)butan-2-yl)-10,13-dimethyl-2,3,4,7,8,9,10,11,12,13,14,15,16,17-tetradecahydro-1H-cyclopenta[a]phenanthren-3-ol [N+](#[C-])C=1C(=NC=CC1)CC[C@@H](C)[C@H]1CC[C@H]2[C@@H]3CC=C4C[C@H](CC[C@@]4([C@H]3CC[C@]12C)C)O